CN1N=CC(=C1)C=1C=C2C=C(N=CC2=CC1)NC(=O)C1CCN(CC1)S(=O)(=O)C1=CC=CC=C1 N-(6-(1-methyl-1H-pyrazol-4-yl)isoquinolin-3-yl)-1-(phenylsulfonyl)piperidine-4-carboxamide